(2S,4R)-N-[(1-Methylindazol-5-yl)methyl]-4-(p-tolylmethyl)pyrrolidine-2-carboxamide CN1N=CC2=CC(=CC=C12)CNC(=O)[C@H]1NC[C@@H](C1)CC1=CC=C(C=C1)C